deoxy-2'-fluoro-3'-O-(tert-butyldimethylsilyl)-5'-(4',4'-dimethoxytrityl)uridine F[C@H]1[C@@H](O[C@@H]([C@H]1O[Si](C)(C)C(C)(C)C)C(O)C(C1=CC=CC=C1)(C1=CCC(C=C1)(OC)OC)C1=CC=CC=C1)N1C(=O)NC(=O)C=C1